CN1C(=NC2=C1C=CC(=C2)[N+](=O)[O-])N2CCOCC2 4-(1-methyl-5-nitro-1H-benzo[d]imidazol-2-yl)morpholine